titanium (IV) oxoammonium oxalate C(C(=O)[O-])(=O)[O-].O=[NH2+].[Ti+4]